1,2-dibromo-3,3-dimethyl-1-butene BrC=C(C(C)(C)C)Br